7-methyl-5-oxo-4,5,6,7,8,9-hexahydropyrazolo[1,5-a]pyrido[4,3-e]pyrimidine-3-carbaldehyde trifluoroacetic acid salt FC(C(=O)O)(F)F.CC1CC=2C(NC=3N(C2CN1)N=CC3C=O)=O